C1(=CC=CC=C1)C1=NC=NC=C1C1=CC=C(C=C1)NC1=CC=CC=C1 N-(4-(4-phenylpyrimidin-5-yl)phenyl)aniline